CN(P(OC[C@@H]1CN(C[C@@H](S1)N1C2=NC(=NC(=C2N=C1)Cl)NC(C(C)C)=O)C(C1=CC=CC=C1)(C1=CC=CC=C1)C1=CC=CC=C1)(=O)Cl)C ((2S,6R)-6-(6-chloro-2-isobutyramido-9H-purin-9-yl)-4-tritylthiomorpholin-2-yl)methyl dimethylphosphoramidochloridate